FC=1C=2N(C=C(C1)NC(=O)C=1C=CC(=C3N=CC=NC13)N1CC(N(C(C1)C)C(=O)OC(C)(C)C)C)C=C(N2)C tert-butyl 4-[8-({8-fluoro-2-methylimidazo[1,2-a]-pyridin-6-yl} carbamoyl) quinoxalin-5-yl]-2,6-dimethylpiperazine-1-carboxylate